F[C@@H]1C2CC[C@@H](C[C@@H]1N(C=1N=CC(=NC1)C1=CC=C3C(C=C(O3)C)=C1O)C)N2 5-(5-{[(2R,3S,5S)-2-fluoro-8-azabicyclo[3.2.1]octan-3-yl](methyl)amino}pyrazin-2-yl)-2-methyl-1-benzofuran-4-ol